C1(=CC=CC=C1)C1=NC(=NC(=C1)C1=CC=CC=C1)C=1C=C(C=C(C1)N1C2=CC=CC=C2C=2C=C(C=CC12)C)N1C2=CC=CC=C2C=2C=C(C=CC12)C 9,9'-(5-(4,6-diphenylpyrimidin-2-yl)-1,3-phenylene)bis(3-methyl-9H-carbazole)